7-bromo-4-((1R,5R,6R)-6-((tert-butyldimethylsilyl)oxy)-3-azabicyclo[3.2.1]oct-3-yl)-2-chloro-8-fluoro-6-iodoquinazoline BrC1=C(C=C2C(=NC(=NC2=C1F)Cl)N1C[C@H]2C[C@H]([C@@H](C1)C2)O[Si](C)(C)C(C)(C)C)I